ClCC1CN(C2=CC(=C3C(=C12)N=C(O3)C)O)C(\C=C\C3=CC(=C(C=C3)OC)O)=O (E)-1-(8-(Chloromethyl)-4-hydroxy-2-methyl-7,8-dihydro-6H-oxazolo[4,5-e]indol-6-yl)-3-(3-hydroxy-4-methoxyphenyl)prop-2-en-1-one